tert-butyl-N-[[4-bromo-3-methyl-7-[4-(trifluoromethoxy)phenyl]benzimidazol-5-yl]methyl]-N-tert-butoxycarbonyl-carbamate C(C)(C)(C)OC(N(C(=O)OC(C)(C)C)CC1=C(C2=C(N=CN2C)C(=C1)C1=CC=C(C=C1)OC(F)(F)F)Br)=O